N1C=CC2=NC=C(C=C21)C#CC2=CN=C1N2N=C(C=C1)C1=CC=C(C=C1)C(=O)N1CCOCC1 (4-(3-((1H-pyrrolo[3,2-b]pyridin-6-yl)ethynyl)imidazo[1,2-b]pyridazin-6-yl)phenyl)(morpholino)methanone